FC1=CC=C(C=C1)C1=NOC(=C1COC1=CC=C(N=N1)N1C=C2N(CC1)C(N=N2)C)C 7-(6-((3-(4-fluorophenyl)-5-methylisoxazol-4-yl)methoxy)pyridazin-3-yl)-3-methyl-6,7-dihydro-[1,2,4]triazolo[4,3-a]pyrazin